1-(2-chlorophenyl)-3,3-difluorocyclohexene ClC1=C(C=CC=C1)C1=CC(CCC1)(F)F